C[C@H](C(C)O)O R-(-)-2,3-butanediol